tert-butyl 3-(4-(7-hydroxyquinolin-4-yl)piperazine-1-carbonyl)pyrrolidine-1-carboxylate OC1=CC=C2C(=CC=NC2=C1)N1CCN(CC1)C(=O)C1CN(CC1)C(=O)OC(C)(C)C